3-(2-(4,4,5,5-tetramethyl-1,3,2-dioxaborolan-2-yl)ethyl)azetidine CC1(OB(OC1(C)C)CCC1CNC1)C